N-((R)-1-(4-((cyclopropylmethyl)sulfonyl)phenyl)-2-hydroxyethyl)-2-((2S,4S)-2-((difluoromethoxy)methyl)-4-(4-(trifluoromethyl)phenoxy)pyrrolidin-1-yl)thiazole-5-carboxamide C1(CC1)CS(=O)(=O)C1=CC=C(C=C1)[C@H](CO)NC(=O)C1=CN=C(S1)N1[C@@H](C[C@@H](C1)OC1=CC=C(C=C1)C(F)(F)F)COC(F)F